2-(benzofuran-2-yl)-5-(sec-butyldithio)-1,3,4-oxadiazole O1C(=CC2=C1C=CC=C2)C=2OC(=NN2)SSC(C)CC